N-(7-methoxy-4-phenyl-1H-1,3-benzodiazol-2-yl)-2-methyl-1H-imidazole-4-carboxamide COC1=CC=C(C2=C1NC(=N2)NC(=O)C=2N=C(NC2)C)C2=CC=CC=C2